ClC=1C=C(C(=NC1)F)NC=1C=NC=2CCN(CC2C1)C1=C(C(=C(N=N1)C#N)C)C 6-[3-[(5-chloro-2-fluoro-3-pyridyl)amino]-7,8-dihydro-5H-1,6-naphthyridin-6-yl]-4,5-dimethyl-pyridazine-3-carbonitrile